ClC(C(=O)OCC(C(C(F)(F)F)(F)F)(F)F)=C 2,2,3,3,4,4,4-heptafluorobutyl α-chloroacrylate